4-amino-7-cyclopropyl-1-(2-methylpyrazol-3-yl)pyrido[2,3-d]pyrimidin-2-one NC=1C2=C(N(C(N1)=O)C=1N(N=CC1)C)N=C(C=C2)C2CC2